BrC=1C(=NC=CC1)C=1C(=NC=CC1)F 3-bromo-2'-fluoro-2,3'-bipyridine